2-methyl-3-hydroxymethyl-4-pentenamide CC(C(=O)N)C(C=C)CO